CN(C)C=C1C(CC(CC1=O)C1=CN(C2=CC=CC=C12)C)=O 2-((dimethylamino)methylene)-5-(1-methyl-1H-indol-3-yl)cyclohexane-1,3-dione